azepan-1-yl(4-(2-((2-(piperidin-1-yl)quinazolin-4-yl)amino)ethoxy)phenyl)methanone N1(CCCCCC1)C(=O)C1=CC=C(C=C1)OCCNC1=NC(=NC2=CC=CC=C12)N1CCCCC1